3-methyl-pyrido[3,4-d]pyrimidin-4-one CN1C=NC2=C(C1=O)C=CN=C2